1-(6-(6-chloro-2-(3-(dimethylamino)azetidin-1-yl)-8-fluoro-7-(3-hydroxynaphthalen-1-yl)quinazolin-4-yl)-1-methyl-2,6-diazaspiro[3.4]octan-2-yl)prop-2-en-1-one ClC=1C=C2C(=NC(=NC2=C(C1C1=CC(=CC2=CC=CC=C12)O)F)N1CC(C1)N(C)C)N1CC2(CN(C2C)C(C=C)=O)CC1